C(C(=C)C)(=O)NCCCN [3-(methacrylamido)propyl]amine